N-benzyl-2-thioxo-1,2-dihydropyridine-3-carboxamide C(C1=CC=CC=C1)NC(=O)C=1C(NC=CC1)=S